4-cyano-4-[[(dodecylthio)thioxomethyl]thio]-Pentanoic acid C(#N)C(CCC(=O)O)(C)SC(=S)SCCCCCCCCCCCC